N[C@H]1CN(CC1)C1=C(C=NC=C1C1=CC(=CC(=C1)C)C)C(=O)NC1=CC(=CC(=C1)C)C 4-[(3R)-3-aminopyrrolidin-1-yl]-N,5-bis(3,5-dimethylphenyl)pyridine-3-carboxamide